OCC1=CC(=NC=C1)C1=CN=C2N1N=C(C=C2)NCC2=C(C=CC=C2)O 2-(((3-(4-(hydroxymethyl)pyridin-2-yl)imidazo[1,2-b]pyridazin-6-yl)amino)methyl)phenol